(1-(5-bromo-6-phenylpyrazin-2-yl)piperidin-4-yl)methanamine BrC=1N=CC(=NC1C1=CC=CC=C1)N1CCC(CC1)CN